C=C1N=NC(C1)=C 3,5-dimethylylpyrazole